2''-bromo-6''-methoxy-5''-methyldispiro[imidazolidine-4,1'-cyclohexane-4',1''-indene]-2,5-dione BrC=1C2(C3=CC(=C(C=C3C1)C)OC)CCC1(CC2)NC(NC1=O)=O